tert-butyl nonan-9-carboxylate CCCCCCCCCC(=O)OC(C)(C)C